FC1=C(C(=O)O)C(=C(C(=C1F)OC(C)=O)F)F 2,3,5,6-tetrafluoro-4-acetoxybenzoic acid